C(C)OC(=O)C1=CC2=C(N(C(=N2)NC=2SC3=C(N2)C=CC(=C3)OC(F)(F)F)C3CCOCC3)C=C1 1-(tetrahydro-2H-pyran-4-yl)-2-((6-(trifluoromethoxy)benzo[d]thiazol-2-yl)amino)-1H-benzo[d]imidazole-5-carboxylic acid ethyl ester